8-methoxy-2-(trifluoromethyl)-3-(1-(3,3,3-trifluoropropyl)-1H-pyrazol-4-yl)-4H-pyrido[1,2-a]pyrimidin-4-one COC1=CC=2N(C(C(=C(N2)C(F)(F)F)C=2C=NN(C2)CCC(F)(F)F)=O)C=C1